1-[2-((2R,5R)-2-Methoxymethyl-5-methyl-piperazin-1-yl)-acetyl]-3,3-dimethyl-2,3-dihydro-1H-indole-6-sulfonic acid dimethylamide dihydrochloride salt Cl.Cl.CN(S(=O)(=O)C1=CC=C2C(CN(C2=C1)C(CN1[C@H](CN[C@@H](C1)C)COC)=O)(C)C)C